C(#N)C=1C=CC2=C(N(C=N2)C[C@@]2(C[C@]3(CN(C(C3=O)=O)C3=CC=C(C=N3)P(OCC)(O)=O)CCC2)C)C1 ethyl hydrogen (6-((5S,7S)-7-((6-cyano-1H-benzo[d]imidazol-1-yl)methyl)-7-methyl-2-oxo-1-oxo-3-azaspiro[4.5]dec-3-yl)pyridin-3-yl)phosphonate